BrC1=C(C=C2C=C(C(=NC2=C1)N)F)F 7-bromo-3,6-difluoroquinolin-2-amine